NC1=C(N=C2N1C=CC=C2C2=CCCN(C2)C(=O)OC(C)(C)C)C(NCCC)=O tert-butyl 5-(3-amino-2-(propylcarbamoyl)imidazo[1,2-a]pyridin-8-yl)-3,6-dihydropyridine-1(2H)-carboxylate